tert-butyl (trans-4-(5-(methoxymethyl)-1,3,4-oxadiazol-2-yl)cyclohexyl)carbamate COCC1=NN=C(O1)[C@@H]1CC[C@H](CC1)NC(OC(C)(C)C)=O